C(N)(=O)C1=CC(=C(C=C1)NCC#CC=1N(C2=CC=CC(=C2C1)NC1C(CN(CC1)C(=O)OC(C)(C)C)F)CC(F)(F)F)OC tert-butyl 4-((2-(3-((4-carbamoyl-2-methoxyphenyl)amino)prop-1-yn-1-yl)-1-(2,2,2-trifluoroethyl)-1H-indol-4-yl)amino)-3-fluoropiperidine-1-carboxylate